OC1=CC=C(C=C1)C(\C=C\C1=CC(=C(C=C1)OCCCCC)OC)=O (2E)-1-(4-Hydroxyphenyl)-3-(3-methoxy-4-pentyloxyphenyl)prop-2-en-1-one